F\C(=C(/C(=C(C)C)F)\C)\NC(=O)C=1C=NN(C1C(F)(F)F)C1=C2C=CN=C(C2=CC=C1)OC (Z)-N-(1,3-difluoro-2,4-dimethylpentan-1,3-dien-1-yl)-1-(1-methoxyisoquinolin-5-yl)-5-(trifluoromethyl)-1H-pyrazole-4-carboxamide